N-(4-((4-(3-(hydroxymethyl)tetrahydrofuran-3-yl)-6-(methylsulfonyl)pyridin-2-yl)amino)-5-(6-oxopyridazin-1(6H)-yl)pyridin-2-yl)acetamide OCC1(COCC1)C1=CC(=NC(=C1)S(=O)(=O)C)NC1=CC(=NC=C1N1N=CC=CC1=O)NC(C)=O